C(CCCCCCC(C)C)P(O)(O)OCC(COP(O)(O)CCCCCCCC(C)C)(CO)CO pentaerythritol bis(isodecylphosphite)